2-vinyl-3,4-difluoro-1-methoxybenzene C(=C)C1=C(C=CC(=C1F)F)OC